4-((2-aminophenyl)amino)-2-chloropyrimidine-5-carboxylic acid isopropyl ester C(C)(C)OC(=O)C=1C(=NC(=NC1)Cl)NC1=C(C=CC=C1)N